5-iodo-1H-benzo[d]imidazole-2-carbonyl chloride IC1=CC2=C(NC(=N2)C(=O)Cl)C=C1